COC1=C(C=C(C=C1)N)N 4-methoxybenzene-1,3-diamine